ClC=1C(=NC(=NC1)NC1=C(C=C(C=C1)N1CCC(CC1)N1CCCC1)OC(F)F)NC1=C(SC=C1)C(=O)N 3-((5-chloro-2-((2-(difluoromethoxy)-4-(4-(pyrrolidin-1-yl)piperidin-1-yl)phenyl)amino)pyrimidin-4-yl)amino)thiophene-2-carboxamide